1-methyl-5-(2-(4-(dimethylamino)phenyl)aminopyrimidin-4-yl)-pyridin-2(1H)-one CN1C(C=CC(=C1)C1=NC(=NC=C1)NC1=CC=C(C=C1)N(C)C)=O